(S)-N-(3,5-difluoro-4-((6-methoxy-7-(2-(methylamino)ethoxy)quinolin-4-yl)oxy)phenyl)-4-((tetrahydrofuran-3-yl)oxy)pyridine-3-carboxamide FC=1C=C(C=C(C1OC1=CC=NC2=CC(=C(C=C12)OC)OCCNC)F)NC(=O)C=1C=NC=CC1O[C@@H]1COCC1